1,6-divinyl-phenoxyhexane C(=C)C1(OCCCCCC)CC=CC=C1C=C